C1(CC1)C1=CC=NC=2N1N=C(C2C2=NN1C(C=NC(=C1)C(F)(F)F)=N2)S(=O)(=O)CC 2-(7-cyclopropyl-2-(ethylsulfonyl)pyrazolo[1,5-a]pyrimidin-3-yl)-6-(trifluoromethyl)-[1,2,4]triazolo[1,5-a]pyrazine